FC1=C(C=CC=C1)C1=C(C=C(N1)C=O)OC 5-(2-Fluorophenyl)-4-methoxy-1H-pyrrolecarbaldehyde